C(#N)[C@H](CC1=CC=C(C=C1)C=1C=CC2=C(N(C(O2)=O)C)C1)NC(=O)[C@H]1OCCCN(C1)C(C)C (2S)-N-[(1S)-1-cyano-2-[4-(3-methyl-2-oxo-1,3-benzoxazol-5-yl)phenyl]ethyl]-4-isopropyl-1,4-oxazepane-2-carboxamide